[C].[Se].P phosphine selenium carbon